N-(3-(6-(4-methylpiperazin-1-carbonyl)-1H-benzimidazol-2-yl)-1H-pyrazolo[3,4-b]pyridin-5-yl)vinylsulfonamide CN1CCN(CC1)C(=O)C=1C=CC2=C(NC(=N2)C2=NNC3=NC=C(C=C32)C=CNS(=O)=O)C1